C(#N)C=1C=C(C=CC1)C=1N=C(SC1C1=CC(=NC(=C1)C)[C@@H](C)O)NC(=O)N1CC2(COC2)C1 N-[4-(3-cyanophenyl)-5-[2-[(1R)-1-hydroxyethyl]-6-methyl-4-pyridinyl]thiazol-2-yl]-2-oxa-6-azaspiro[3.3]heptane-6-carboxamide